Triethylene glycol di[3-(3-tert-butyl-5-methyl-4-hydroxyphenyl) propionate] C(C)(C)(C)C=1C=C(C=C(C1O)C)CCC(=O)OCCOCCOCCOC(CCC1=CC(=C(C(=C1)C)O)C(C)(C)C)=O